ClC1=C(C=CC=C1C1=C(C(=NC=C1)C1=CC(=C(C=C1)CNC[C@H](C)O)OC)C)C1=CC=C(C(=N1)OC)CNC[C@H](C)O (S)-1-(((6-(2-chloro-3-(2-(4-((((S)-2-hydroxypropyl)amino)methyl)-3-methoxyphenyl)-3-methylpyridin-4-yl)phenyl)-2-methoxypyridin-3-yl)methyl)amino)propan-2-ol